N[C@H]1CN(C[C@H](C1)C)C1=C(C=C(C=2N=CC=NC12)C#N)F 8-[(3R,5S)-3-amino-5-methylpiperidin-1-yl]7-fluoroquinoxaline-5-carbonitrile